N1=CC(=CC=C1)NC(=O)C=1C=NN2C1C=C(C=C2)C2=CNC1=NC=C(C=C12)C1=C(C=CC=C1)C N-(pyridin-3-yl)-5-(5-(o-tolyl)-1H-pyrrolo[2,3-b]pyridin-3-yl)pyrazolo[1,5-a]pyridine-3-carboxamide